C(C1=CC=CC=C1)OCN1N=CC(=C1)C=1C=C2C(=NC1)N(N=C2N2[C@H](C[C@@H](C2)F)C2=C(C=CC(=C2)F)F)COCC[Si](C)(C)C 5-(1-((Benzyloxy)methyl)-1H-pyrazol-4-yl)-3-((2R,4S)-2-(2,5-difluorophenyl)-4-fluoropyrrolidin-1-yl)-1-((2-(trimethylsilyl)ethoxy)methyl)-1H-pyrazolo[3,4-b]pyridine